5-(3,5-dihydroxybenzylidene)-1-ethyl-3-phenyl-2-selenoxoimidazolidin-4-one OC=1C=C(C=C2C(N(C(N2CC)=[Se])C2=CC=CC=C2)=O)C=C(C1)O